FC1=CC=C(C=C1)N1C=NC2=CC=CC=C2C1=O 3-(4-fluorophenyl)quinazolin-4(3H)-one